FC=1C=C(C=CC1)[C@@H](NC)C=1N(C=CN1)C |r| (rac)-1-(3-fluorophenyl)-N-methyl-1-(1-methyl-1H-imidazol-2-yl)methanamine